C(C=C)(=O)N1C[C@@H](O[C@H](C1)C)C1=CC(=NC(=C1)Cl)C1=CC(=NC=N1)C(=O)NC 6-(4-((2S,6S)-4-acryloyl-6-methylmorpholin-2-yl)-6-chloropyridin-2-yl)-N-methylpyrimidine-4-carboxamide